Tritridecylamine C(CCCCCCCCCCCC)N(CCCCCCCCCCCCC)CCCCCCCCCCCCC